1,3-bis[3-dimethylaminopropyl]urea CN(CCCNC(=O)NCCCN(C)C)C